CON(C(C1=NC=C(C=C1)OCC(CCC)C)=O)C N-methoxy-N-methyl-5-((2-methylpentyl)oxy)picolinamide